CC1(COC1)N1CCN(CC1)C1=CC(=NC=N1)NC(C1=NC(=CC=C1)C=1C=NN(C1)CC(F)(F)F)=O N-(6-(4-(3-methyloxetan-3-yl)piperazin-1-yl)pyrimidin-4-yl)-6-(1-(2,2,2-trifluoroethyl)-1H-pyrazol-4-yl)picolinamide